1-bromo-4-(1-((4-fluorophenyl)sulfonyl)vinyl)benzene BrC1=CC=C(C=C1)C(=C)S(=O)(=O)C1=CC=C(C=C1)F